COCCOCCCCCCCCCCC[Si](OC)(OC)OC 11-(2-methoxyethoxy)undecyltrimethoxysilane